ClC1(CC1)C(C)=O 1-(1-chlorocyclopropyl)ethanone